C(C)(C)(C)OC(=O)N1CC[C@H]([C@@H](CC1)CO)C1=CC=C(C=C1)C(N(CC)CC)=O tert-butyl-(trans)-4-[4-(diethylcarbamoyl)phenyl]-5-(hydroxymethyl)azepane-1-carboxylate